4-cyano-N-methyl-1,1-dioxo-1λ6-thiane-4-carboxamide C(#N)C1(CCS(CC1)(=O)=O)C(=O)NC